5-bromo-2-methyl-1,3-oxazole-4-carboxylic acid BrC1=C(N=C(O1)C)C(=O)O